C(C(C)C)[C@H]1C(N(CCN1)[C@H](C(=O)N1CCC(CC1)CC(=O)OC1CCCC1)CC(C)C)=O Cyclopentyl (1-{(S)-2-[(S)-3-isobutyl-2-oxo-1-piperazinyl]-4-methylvaleryl}-4-piperidyl)acetate